N-((2-(3-chloro-6-((cis)-2,6-dimethylmorpholino)-4-fluoropyridin-2-yl)-1,6-naphthyridin-7-yl)methyl)-3-((2-hydroxyethyl)sulfonyl)benzamide ClC=1C(=NC(=CC1F)N1C[C@@H](O[C@@H](C1)C)C)C1=NC2=CC(=NC=C2C=C1)CNC(C1=CC(=CC=C1)S(=O)(=O)CCO)=O